(4-(2-bromoethoxy)phenyl)(4-hydroxyphenyl)methanone BrCCOC1=CC=C(C=C1)C(=O)C1=CC=C(C=C1)O